C(C(C)C)(=O)[O-].[NH+]1=CC=CC=C1 pyridinium isobutyrate